1-aminopropyl-3-methylimidazole hydrochloride chloride [Cl-].Cl.NC(CC)C1=NC=CN1C